boc-4-(dimethylphosphoryl)-L-phenylalanine methyl ester COC([C@@H](NC(=O)OC(C)(C)C)CC1=CC=C(C=C1)P(=O)(C)C)=O